tert-butyl-4-(2-(6-chloro-4-(methylamino)nicotinoyl)hydrazine-1-carbonyl)piperidine methyl-6-bromoimidazo[1,2-a]pyridine-2-carboxylate COC(=O)C=1N=C2N(C=C(C=C2)Br)C1.C(C)(C)(C)N1CCC(CC1)C(=O)NNC(C1=CN=C(C=C1NC)Cl)=O